ClC1=NC=CC(=N1)C=1C=NC(=CC1)Cl 2-chloro-4-(6-chloro-3-pyridinyl)-pyrimidine